bis(3-Aminophenoxyphenyl) sulfone NC=1C=C(OC2=C(C=CC=C2)S(=O)(=O)C2=C(C=CC=C2)OC2=CC(=CC=C2)N)C=CC1